OCC1(OCCC1)C(=O)[O-] 2-(hydroxymethyl)tetrahydrofuran-2-carboxylate